COC1=NC(=CC=C1[C@@H]1[C@H](O[C@]([C@@H]1C)(C(F)(F)F)C)C(=O)NC1=CC(=NC=C1)C(=O)N)C(F)(F)F (2S,3R,4R,5R)-4-[[3-[2-methoxy-6-(trifluoromethyl)-3-pyridinyl]-4,5-dimethyl-5-(trifluoromethyl)tetrahydrofuran-2-carbonyl]amino]pyridine-2-carboxamide